C(C=C)(=O)O.C(CC)N1C(N2C(N(C1=O)O2)=O)=O epoxypropyl-isocyanuric acid acrylate